2-methyl-1,3,4-oxadiazol-3-yl-acetone CC1OC=NN1CC(C)=O